(E)-1-(4-(1,1-dioxidobenzo[d]isothiazol-3-yl)piperazin-1-yl)-3-phenylprop-2-en-1-one O=S1(N=C(C2=C1C=CC=C2)N2CCN(CC2)C(\C=C\C2=CC=CC=C2)=O)=O